11,11-Dimethyl-1,4,9-trioxadispiro[4.2.58.25]pentadecane CC1(COC2(CCC3(OCCO3)CC2)CC1)C